ClC1=CC(=C2C(=N1)C(=NN2C2CC2)N2C(C1=CC=CC=C1C2=O)=O)C(CO)O (5-chloro-1-cyclopropyl-7-(1,2-dihydroxyethyl)-1H-pyrazolo[4,3-b]pyridin-3-yl)isoindoline-1,3-dione